C(C1=CC=CC=C1)N1CC=2C(N(C=3N=CC=CC3C2CC1)CC1=CN=CN1C)=O 3-benzyl-6-((1-methyl-1H-imidazol-5-yl)methyl)-2,3,4,6-tetrahydropyrido[3,4-c][1,8]naphthyridin-5(1H)-one